COC(C(CC1=NN(C=C1)C(F)F)N1OCN(OC1)C1=C(C=CC(=C1)Cl)N1N=NC(=C1)Cl)=O 2-(4-(5-chloro-2-(4-chloro-1H-1,2,3-triazol-1-yl)phenyl)-2,5-dioxapiperazin-1-yl)-3-(1-(difluoromethyl)-1H-pyrazol-3-yl)propionic acid methyl ester